2-((2R,4S)-4-fluoropyrrolidin-2-yl)-3-(4-methoxyphenyl)-8-methyl-6-nitroquinazolin-4(3H)-one F[C@H]1C[C@@H](NC1)C1=NC2=C(C=C(C=C2C(N1C1=CC=C(C=C1)OC)=O)[N+](=O)[O-])C